NC1=C(CNC2CCCC(C2)C)C=CC=C1 N-(2-aminobenzyl)-N-5-methylcyclohexylamine